(1-oxo-isoindolin-2-yl)isophthalic acid O=C1N(CC2=CC=CC=C12)C1=C(C(=O)O)C=CC=C1C(=O)O